6-carbobenzoxylysine C(=O)(OCC1=CC=CC=C1)C(CCC[C@H](N)C(=O)O)N